C(CCCCCCCCCCCCCCC)C(C(=O)NC(C)S(=O)(=O)[O-])=C.[Na+] sodium 2-hexadecylacrylamidoethanesulfonate